C1(=CC=C(C=C1)C1NCCC=2C3=CC=CC=C3NC12)C 1-p-Tolyl-2,3,4,9-tetrahydro-1H-β-carboline